CC1(C2CCC1(C(=O)C2)CS(=O)(=O)O)C (+/-)-10-Camphorsulfonic acid